3-(5-Amino-6-(oxazol-5-yl)pyrazin-2-yl)-N-(3-cyanobicyclo[1.1.1]pentan-1-yl)-4-(methyl-d3)benzenesulfonamide trifluoroacetate salt FC(C(=O)O)(F)F.NC=1N=CC(=NC1C1=CN=CO1)C=1C=C(C=CC1C([2H])([2H])[2H])S(=O)(=O)NC12CC(C1)(C2)C#N